2-(methylamino)-N-[(1R,3S)-3-{[2-(trifluoromethyl)quinolin-4-yl]amino}cyclohexyl]benzamide CNC1=C(C(=O)N[C@H]2C[C@H](CCC2)NC2=CC(=NC3=CC=CC=C23)C(F)(F)F)C=CC=C1